C(C)(C)(C)OC(=O)N1C(=CC=2C1=NC=CC2)NC=2C(=NOC2C)C ((3,5-dimethylisoxazol-4-yl)amino)-1H-pyrrolo[2,3-b]pyridine-1-carboxylic acid tert-butyl ester